FC=1C=CC(=C(C1)[C@@H](N1C(C2=CC(=CC=C2C1)C1=CC=C(C=C1)N1CCNCC1)=O)C1=CC=2C(=NC=CC2)N1)O (R)-2-((5-fluoro-2-hydroxyphenyl)(1H-pyrrolo[2,3-b]pyridin-2-yl)methyl)-6-(4-(piperazin-4-yl)phenyl)isoindolin-1-one